C1(CCC1)C=N[S@@](=O)C(C)(C)C (S)-N-(cyclobutylmethylene)-2-methylpropane-2-sulfinamide